P(=S)([S-])([O-])[O-].[Pr+3] praseodymium dithiophosphate